N1C(=CC=C1N)N 1H-pyrrole-2,5-diamine